2-((6-chloro-4-(1-(fluoro(4-methyl-4H-1,2,4-triazol-3-yl)methyl)cyclobutyl)pyridin-2-yl)amino)ethanol ClC1=CC(=CC(=N1)NCCO)C1(CCC1)C(C1=NN=CN1C)F